C(C)(C)(C)OOC(C)CCC(C)OOC(C)(C)C 2,5-di(t-butyl-peroxy)hexane